C1(=CC=C(C=C1)C(C)NS(=O)(=O)C1=CC=CC=C1)C1=CC=CC=C1 N-(1-([1,1'-biphenyl]-4-yl)ethyl)benzenesulfonamide